4,7-dichloro-6-fluoro-1-(2-isopropyl-4-methylpyridin-3-yl)-2-oxo-1,2-dihydro-1,8-naphthyridine-3-carbonitrile ClC1=C(C(N(C2=NC(=C(C=C12)F)Cl)C=1C(=NC=CC1C)C(C)C)=O)C#N